BrC1=C(C=O)C(=C(C=C1F)OCOC)F 2-bromo-3,6-difluoro-5-(methoxymethoxy)benzaldehyde